O1CCC=2C1=NC(=CC2)C(C)=O 1-(2,3-dihydrofuro[2,3-b]pyridin-6-yl)ethanone